BrC=1C=C(C=CC1OC1CC(C1)N(CCN1CCNCC1)C)C(C)(C)O 2-[3-bromo-4-[3-[methyl-(2-piperazin-1-ylethyl)amino]cyclobutoxy]phenyl]propan-2-ol